ClC=1N=C(SC1)C=1N=NN(C1)[C@@H]1[C@H]([C@@H](SC2=CC3=C(N=CS3)C=C2)O[C@@H]([C@@H]1O)CO)OC 1,3-Benzothiazol-6-yl 3-[4-(4-chlorothiazol-2-yl)-1H-1,2,3-triazol-1-yl]-3-deoxy-2-O-methyl-1-thio-α-D-galactopyranoside